Methyl-4-(1-(3,4-difluoro-5-hydroxyphenyl)-1H-indazol-5-yl)piperidine-4-carboxylate TFA salt OC(=O)C(F)(F)F.COC(=O)C1(CCNCC1)C=1C=C2C=NN(C2=CC1)C1=CC(=C(C(=C1)O)F)F